FC1(C[C@H](CNC1)N1C(OCCCC1)=O)F 3-[(3R)-5,5-difluoropiperidin-3-yl]-1,3-oxazepan-2-one